ClC=1C(=CC(=C(C#N)C1)OC1=C(C=CC=C1)C)N1C(NC(=CC1=O)C(F)(F)Cl)=O 5-Chloro-4-{4-[chloro(difluoro)methyl]-2,6-dioxo-3,6-dihydropyrimidin-1(2H)-yl}-2-(2-methylphenoxy)benzonitrile